N2-methyl-N5-(5-methyl-7-morpholinylbenzo[c][1,2,5]oxadiazol-4-yl)-1,3,4-thiadiazole-2,5-diamine CNC=1SC(=NN1)NC1=C(C=C(C2=NON=C21)N2CCOCC2)C